(5RS,7RS)-2-(3-Chloro-4-fluorobenzyl)-7-methyl-3-oxo-2,3,5,6,7,8-hexahydro[1,2,4]triazolo[4,3-a]pyridin ClC=1C=C(CN2N=C3N(CC[C@H](C3)C)C2=O)C=CC1F |r|